OC=1C(=NN(C1C)C(C)C)CCC 4-Hydroxy-5-methyl-3-n-propyl-1-isopropyl-pyrazol